C(C)(C)(C)OC(=O)N1CCN(CC1)C1=CC=C(C=N1)C=1C=C2C(=NC1)C(=CN2C(=O)OC(C)(C)C)C tert-butyl 6-[6-(4-tert-butoxycarbonylpiperazin-1-yl)-3-pyridyl]-3-methyl-pyrrolo[3,2-b]pyridine-1-carboxylate